C(C1=CC=CC=C1)OC1=CC(=NC2=CC=[N+](C=C12)[O-])C1=C(C=C(C(=C1)F)C(F)(F)F)OC1=C(C(=C(C=C1)F)F)OC 4-benzyloxy-2-[2-(3,4-difluoro-2-methoxy-phenoxy)-5-fluoro-4-(trifluoromethyl)phenyl]-6-oxido-1,6-naphthyridin-6-ium